NC1=NC=NN2C1=C(C=C2C2CC2)C2=CC(=C(C=C2)NC(=O)NC2=NOC(=C2)C2(CC2)C(F)(F)F)F 1-(4-(4-amino-7-cyclopropylpyrrolo[2,1-f][1,2,4]triazine-5-yl)-2-fluorophenyl)-3-(5-(1-(trifluoromethyl)cyclopropyl)isoxazol-3-yl)urea